tert-butyl 4-(4-((2,6-bis(benzyloxy)pyridin-3-yl)amino)-2,6-difluorophenyl)piperazine-1-carboxylate C(C1=CC=CC=C1)OC1=NC(=CC=C1NC1=CC(=C(C(=C1)F)N1CCN(CC1)C(=O)OC(C)(C)C)F)OCC1=CC=CC=C1